COC=1C=C(C=CC1[N+](=O)[O-])NC(=O)C12CC3C(C(CC(C1)C3)C2)=O N-(3-methoxy-4-nitrophenyl)-4-oxoadamantane-1-carboxamide